[Ge].[Ga].[Tb].[Na].NC1=C2C(=NC=N1)N(N=C2C2=CC=C(C=C2)OC2=CC=CC=C2)C2CN(CCC2)C(C=CC2=CC(=C(C=C2)F)F)=O 1-(3-(4-amino-3-(4-phenoxyphenyl)-1H-pyrazolo[3,4-d]pyrimidin-1-yl)piperidin-1-yl)-3-(3,4-difluorophenyl)prop-2-en-1-one sodium terbium gallium germanium